CN(CCNC(NC1=CC=C(C=C1)C=1C=CC2=C(N(C(=N2)C)C=2C=C(C=CC2)NS(=O)(=O)CC)C1)=O)C N-(3-(6-(4-(3-(2-(dimethylamino)ethyl)ureido)phenyl)-2-methyl-1H-benzo[d]imidazol-1-yl)phenyl)ethanesulfonamide